(S)-4-(2-(1-(tert-butoxycarbonyl)pyrrolidin-2-yl)-5-(ethoxycarbonyl)-1H-imidazol-4-yl)benzoic acid C(C)(C)(C)OC(=O)N1[C@@H](CCC1)C=1NC(=C(N1)C1=CC=C(C(=O)O)C=C1)C(=O)OCC